FC1=CC=C(/C=C/C2=CC=C(N(C)C)C=C2)C=C1 (E)-4-(4-fluorostyryl)-N,N-dimethylaniline